(1R,2S,3R,5R)-3-[4-(Methylamino)pyrrolo[2,3-d]pyrimidin-7-yl]-5-[({3-[(2-phenylethyl)amino]propyl}(1H-pyrazol-3-yl)amino)methyl]cyclopentane-1,2-diol CNC=1C2=C(N=CN1)N(C=C2)[C@H]2[C@@H]([C@@H]([C@H](C2)CN(C2=NNC=C2)CCCNCCC2=CC=CC=C2)O)O